C1=CC=CC=2C3=CC=CC=C3N(C12)C=1C=C(C=C(C1)N1C2=CC=CC=C2C=2C=CC=CC12)C=1C=C(C=CC1)C1=CC=C(C=C1)N1C2=C(C3=CC=CC=C13)C=CC=N2 9-(3'',5''-di(9H-carbazol-9-yl)-[1,1':3',1''-terphenyl]-4-yl)-9H-pyrido[2,3-b]indole